ClC=1N=C(C=2N=CN([C@H]3C[C@@H](O)[C@@H](CO)O3)C2N1)N |&1:10| (dl)-2-chloro-2'-deoxyadenosine